NC1=C(C(=NC(=C1C#C[Si](C(C)C)(C(C)C)C(C)C)Cl)Cl)C(=O)O 4-amino-2,6-dichloro-5-(triisopropylsilyl)ethynylpyridine-3-carboxylic acid